oxo-1,2-dihydropyridine-3,5-dicarboxamide O=C1NC=C(C=C1C(=O)N)C(=O)N